4-(trans-2-((cyclopropylmethyl)amino)cyclopropyl)-5-methyl-N-(5-methyl-1,3,4-thiadiazol-2-yl)thiophene-2-carboxamide Fumarate C(\C=C\C(=O)O)(=O)O.C1(CC1)CN[C@H]1[C@@H](C1)C=1C=C(SC1C)C(=O)NC=1SC(=NN1)C